N-vinyl-5-methyl-5-ethylpyrrolidone C(=C)N1C(CCC1(CC)C)=O